C(#N)CCCCC(=C)ON1CC=C(C=C1)C 1-((6-Cyanohex-1-en-2-yl)oxy)-4-methylpyridin